6-chloro-5-((3-(trifluoromethyl)benzyl)oxy)-1H-indole-3-carbaldehyde ClC1=C(C=C2C(=CNC2=C1)C=O)OCC1=CC(=CC=C1)C(F)(F)F